NC1=CC=CC2=C1N=C(O2)C2=CC(=CC=C2)N Amino-2-(m-aminophenyl)benzoxazole